4-(4-(3-(3-Methoxyphenyl)propanoyl)-3,4-dihydro-2H-pyrido[4,3-b][1,4]oxazin-8-yl)benzonitrile COC=1C=C(C=CC1)CCC(=O)N1C2=C(OCC1)C(=CN=C2)C2=CC=C(C#N)C=C2